CC1=C(C=C(C=C1)C1=CC=CC=C1)N(C1=CC=C2C=CC=3C(=CC=C4C=CC1=C2C34)N(C=3C=C(C=CC3C)C3=CC=CC=C3)C=3C=C(C=CC3C)C3=CC=CC=C3)C=3C=C(C=CC3C)C3=CC=CC=C3 N1,N1,N6,N6-tetrakis(4-methyl-[1,1'-biphenyl]-3-yl)pyrene-1,6-diamine